ClC=1C(=NC(=NC1)NC1CCOCC1)C1=CC=C2CN(C(C2=C1)=O)CC(=O)N[C@H](C)C1=CC(=CC=C1)O (R)-2-(6-(5-chloro-2-((oxacyclohex-4-yl)amino)pyrimidin-4-yl)-1-oxoisoindolin-2-yl)-N-(1-(3-hydroxyphenyl)ethyl)acetamide